Ethyl (5R)-5-methyl-2-piperidin-4-yl-6,7-dihydro-5H-pyrazolo[5,1-b][1,3]oxazine-3-carboxylate C[C@@H]1CCN2C(O1)=C(C(=N2)C2CCNCC2)C(=O)OCC